FC(OC=1C=CC(=NC1)N1CC[C@@H]2CN(CC[C@@H]21)C(=O)OCC2=CC=CC=C2)(F)F benzyl (3aR,7aS)-1-[5-(trifluoromethoxy)-2-pyridyl]-3,3a,4,6,7,7a-hexahydro-2H-pyrrolo[3,2-c]pyridine-5-carboxylate